ClC1=CC2=C(C=N1)C(NC2=N)=O 6-chloro-1-imino-1,2-dihydro-3H-pyrrolo[3,4-c]pyridin-3-one